cis-3-(5-acetylthiophen-2-yl)-1-propylcyclopentane-1-carboxylic acid C(C)(=O)C1=CC=C(S1)[C@@H]1C[C@@](CC1)(C(=O)O)CCC